4-(but-3-yn-1-yl)piperidine-1-carboxylic acid tert-butyl ester C(C)(C)(C)OC(=O)N1CCC(CC1)CCC#C